2-nitro-propionamide [N+](=O)([O-])C(C(=O)N)C